C(C)(C)(CC(C)(C)C)C1=CC=C(C=C1)NC1=CC=C(C=C1)C(C)(C)CC(C)(C)C N,N-di-(p-tert-octylphenyl)amine